formamide, fumarate salt C(\C=C\C(=O)O)(=O)O.C(=O)N